tert-Butyl [(1S,2R,5R)-2-[(7,8-dihydrofuro[3,2-e][1,3]benzothiazol-2-yl)amino]-5-(2,2,2-trifluoroacetamido)cyclopentyl]carbamate N1=C(SC2=C1C1=C(C=C2)OCC1)N[C@H]1[C@H]([C@@H](CC1)NC(C(F)(F)F)=O)NC(OC(C)(C)C)=O